6-isopropylbenzofuran C(C)(C)C1=CC2=C(C=CO2)C=C1